C(N)(OC1=NC=C(C=C1)C1=C(C2=C(N(C(N(C2=O)C=2N=NC(=CC2)OC)=O)CC2=C(C=CC=C2F)F)S1)CNC)=O (5-{1-[(2,6-difluorophenyl) methyl]-3-(6-methoxypyridazin-3-yl)-5-[(methylamino) methyl]-2,4-dioxothieno[2,3-d]pyrimidin-6-yl} pyridin-2-yl) carbamate